2-(2-((5-(1-aminoisoquinolin-7-yl)-2-(1-propionylazetidin-3-yl)-2H-indazol-3-yl)methoxy)phenyl)acetic acid NC1=NC=CC2=CC=C(C=C12)C1=CC2=C(N(N=C2C=C1)C1CN(C1)C(CC)=O)COC1=C(C=CC=C1)CC(=O)O